7-bromo-2,3-dihydrobenzofuran-4-amine BrC=1C=CC(=C2CCOC21)N